(R)-1-tert-butoxycarbonyl-3-hydroxypiperidine C(C)(C)(C)OC(=O)N1C[C@@H](CCC1)O